COC=1C(=NC(=NC1C1=CC(=NC=C1)C1=NN(C=C1)C)N1CCOCC1)NC1=CC=NC=C1 5-methoxy-6-(2-(1-methyl-1H-pyrazol-3-yl)pyridin-4-yl)-2-morpholino-N-(pyridin-4-yl)pyrimidin-4-amine